NC=1C2=C(N=CN1)N(C(=C2C2=CC=C(C=C2)OC2=NC(=CC=C2)C)C#CC2CCN(CC2)C(C=C)=O)C(C)C 1-(4-((4-amino-7-isopropyl-5-(4-(6-methylpyridin-2-yl-oxy)phenyl)-7H-pyrrolo[2,3-d]pyrimidin-6-yl)ethynyl)-piperidin-1-yl)prop-2-en-1-one